C(C)(C)C1=NN(C(=C1NC(=O)NS(=O)(=O)C=1C=NN2C1OCC(C2)NC)C(C)C)CC(F)(F)F N-((3,5-diisopropyl-1-(2,2,2-trifluoroethyl)-1H-pyrazol-4-yl)carbamoyl)-6-(methylamino)-6,7-dihydro-5H-pyrazolo[5,1-b][1,3]oxazine-3-sulfonamide